O[C@@H]1[C@H](N(C1)C1=NC=C(C(=C1)NC(C1=NC(=CC=C1)C=1C=NNC1)=O)C(F)(F)F)C N-(2-((2R,3S)-3-hydroxy-2-methylazetidin-1-yl)-5-(trifluoromethyl)pyridin-4-yl)-6-(1H-pyrazol-4-yl)picolinamide